FC(C=1NC(=NN1)C1=CC2=C(C=N1)NC=N2)(F)F 6-(5-(trifluoromethyl)-4H-1,2,4-triazol-3-yl)-3H-imidazo[4,5-c]pyridine